4-[(4-morpholin-4-ylcyclohexyl)amino]quinazoline-6-carbonitrile N1(CCOCC1)C1CCC(CC1)NC1=NC=NC2=CC=C(C=C12)C#N